N-(3'-(1,1-dioxido-4-oxo-1,2,5-thiadiazolidin-2-yl)-2'-fluoro-4'-hydroxy-[1,1'-biphenyl]-4-yl)methanesulfonamide O=S1(N(CC(N1)=O)C=1C(=C(C=CC1O)C1=CC=C(C=C1)NS(=O)(=O)C)F)=O